N1(CCOCC1)C1=CC=C(C=2C1=NON2)NC2=NN=C(S2)S 5-((7-morpholinylbenzo[c][1,2,5]oxadiazol-4-yl)amino)-1,3,4-thiadiazole-2-thiol